C(C)(C)(C)OC(=O)N1CC2(C1)CN(CC2)C(C2=CC(=CC=C2)C=2SC=CC2)=O 6-(3-(thiophen-2-yl)benzoyl)-2,6-diazaspiro[3.4]octane-2-carboxylic acid tert-butyl ester